O=C1NC=2N(C3=CC=CC=C13)C(SC2)=S 5-oxo-1-thioxo-4,5-dihydro-1H-thiazolo[3,4-a]quinazoline